(2-(difluoromethoxy)-6-fluorophenyl)-3-(2-(2-hydroxy-2-methylpropyl)-5-methyl-1,2,3,4-tetrahydroisoquinolin-7-yl)-1H-indazole-6-carbonitrile FC(OC1=C(C(=CC=C1)F)N1N=C(C2=CC=C(C=C12)C#N)C1=CC(=C2CCN(CC2=C1)CC(C)(C)O)C)F